2,5-DIMETHOXYPHENYLISOCYANIDE COC1=C(C=C(C=C1)OC)[N+]#[C-]